2-(methoxymethyl)-2-methyl-4-((1-methyl-1H-pyrazol-4-yl)methyl)-N-(1-methylcyclopropyl)-5-oxo-1,2,4,5-tetrahydroimidazo[1,2-a]quinazoline-7-sulfonamide COCC1(N=C2N(C3=CC=C(C=C3C(N2CC=2C=NN(C2)C)=O)S(=O)(=O)NC2(CC2)C)C1)C